NC=1C2=C(N=CN1)C(=C(N2C2=CC(=C(C=C2)OC2=NC=CC(=N2)C)OC)C2=CC=C(C=C2)NC(C=C)=O)C N-[4-(4-amino-5-{3-methoxy-4-[(4-methylpyrimidin-2-yl)oxy]phenyl}-7-methyl-5H-pyrrolo[3,2-d]pyrimidin-6-yl)phenyl]acrylamide